2-(2-methyl-2H-indazole-6-carboxamido)-3-(4-(3-(5,6,7,8-tetrahydro-1,8-naphthyridin-2-yl)propoxy)phenyl)propanoic acid CN1N=C2C=C(C=CC2=C1)C(=O)NC(C(=O)O)CC1=CC=C(C=C1)OCCCC1=NC=2NCCCC2C=C1